NC1=NC=CC2=C1N=C(N=C2)C=2C=C(C=C(C2)C)C#C[C@@]2(CCC=1C2=NC=CC1)O (R)-7-[2-[3-(8-Aminopyrido[3,4-d]pyrimidin-2-yl)-5-methyl-phenyl]ethynyl]-5,6-dihydrocyclopenta[b]pyridin-7-ol